2-iodo-4-(trifluoromethyl)-1H-imidazole IC=1NC=C(N1)C(F)(F)F